C(C)(C)(C)[C@@]1(N([C@H]2CCCC[C@H]2C1)C(=O)OCC1=NC2=CC=CC=C2C(=N1)NC=1N=CN(C1)C1=CC(=C(C(=C1)OC)OC)OC)CC#N 1-(4-((1-(3,4,5-trimethoxyphenyl)-1H-imidazol-4-yl)amino)quinazolin-2-yl)methanol tert-Butyl-(2S,3aS,7aS)-2-(cyanomethyl)octahydro-1H-indole-1-carboxylate